3-(3-chloro-5-fluoro-2-methoxyanilino)-2-(3-{[1,4-dioxan-2-yl]methoxy}pyridin-4-yl)-1,5,6,7-tetrahydro-4H-pyrrolo[3,2-c]pyridin-4-one ClC=1C(=C(NC2=C(NC3=C2C(NCC3)=O)C3=C(C=NC=C3)OCC3OCCOC3)C=C(C1)F)OC